ClC1=C2C(=C(C(N(C2=C(C=C1)O)C)=O)C(=O)N(C1=CC=CC=C1)CC)O 5-Chloro-N-ethyl-4,8-dihydroxy-1-methyl-2-oxo-N-phenyl-1,2-dihydroquinoline-3-carboxamide